n-butyl propyl carbonate C(OCCCC)(OCCC)=O